The molecule is the 2-aminoethyl glycoside of an amino decasaccharide made of two alpha-L-Rhap-(1->2)-alpha-L-Rhap-(1->3)-[alpha-D-Glcp-(1->4)]-alpha-L-Rhap-(1->3)-beta-D-GlcpNAc repeating units of the Shigella flexneri serotype 2a specific polysaccharide linked (1->2) and with the rhamnose residue four residues from the reducing end the N-acetylglucosamine residue five residues from the reducing end acetylated on O-3 and O-6 respectively. C[C@H]1[C@@H]([C@H]([C@H]([C@@H](O1)O[C@@H]2[C@@H]([C@H]([C@@H](O[C@H]2O[C@H]3[C@H]([C@@H](O[C@H]([C@@H]3O[C@@H]4[C@@H]([C@H]([C@@H]([C@H](O4)CO)O)O)O)C)O[C@@H]5[C@H]([C@@H](O[C@@H]([C@H]5O)COC(=O)C)O[C@@H]6[C@@H]([C@H]([C@@H](O[C@H]6O[C@@H]7[C@@H]([C@H]([C@@H](O[C@H]7O[C@H]8[C@H]([C@@H](O[C@H]([C@@H]8O[C@@H]9[C@@H]([C@H]([C@@H]([C@H](O9)CO)O)O)O)C)O[C@@H]1[C@H]([C@@H](O[C@@H]([C@H]1O)CO)OCCN)NC(=O)C)O)C)O)O)C)O)OC(=O)C)NC(=O)C)O)C)O)O)O)O)O